FC(CN1N=C(C(=C1)C1=CN=C2N1C=CN=C2NC2=CC(=C(C(=O)N[C@@H](CNC(=O)C1CCNCC1)C)C(=C2)C)F)C(F)(F)F)F (R)-N-(2-(4-((3-(1-(2,2-difluoroethyl)-3-(trifluoromethyl)-1H-pyrazol-4-yl)imidazo[1,2-a]pyrazin-8-yl)amino)-2-fluoro-6-methylbenzamido)propyl)piperidine-4-carboxamide